FC(C(=O)N1CCC(=CC1)C1=NC=CN=C1OC=1C=NC(=NC1)C(F)(F)F)=C 2-fluoro-1-(4-(3-((2-(trifluoromethyl)pyrimidin-5-yl)oxy)pyrazin-2-yl)-3,6-dihydropyridin-1(2H)-yl)prop-2-en-1-one